F[C@@]1(C=2C=CC=NC2[C@@H](CC1)O)C(=O)NCC1=C(C(=CC=C1Cl)Cl)Cl (5S,8R)-5-fluoro-8-hydroxy-N-(2,3,6-trichloro-benzyl)-5,6,7,8-tetrahydro-quinoline-5-carboxamide